O=C1N(C2=CC=CC=C2CC1C(C(=O)N)=C)C1=CC=C(C=C1)C(F)(F)F (2-oxo-1-(4-(trifluoromethyl)phenyl)-1,2,3,4-tetrahydroquinolin-3-yl)acrylamide